[4-(benzyloxy)phenyl]methanone C(C1=CC=CC=C1)OC1=CC=C(C=C1)C=O